(2S)-N-{(1S)-1-Cyano-2-[4-(4-methyl-3-oxo-3,4-dihydro-2H-1,4-benzoxazin-6-yl)phenyl]ethyl}-1,4-oxazepane-2-carboxamide C(#N)[C@H](CC1=CC=C(C=C1)C=1C=CC2=C(N(C(CO2)=O)C)C1)NC(=O)[C@H]1OCCCNC1